FC(OC=1C=C(C=NC1OC)C=1C=CC=2N(N1)C=C(N2)N)F 6-(5-(difluoromethoxy)-6-methoxypyridin-3-yl)imidazo[1,2-B]pyridazin-2-amine